[N+](=O)([O-])C=1C(=CC2=C(CCN(CC2)C2COC2)C1)N 8-Nitro-3-(oxetan-3-yl)-2,3,4,5-tetrahydro-1H-benzo[d]azepin-7-amine